C1=CC(NC=C1)(CO)Br 2-bromopyridinemethanol